C1=C(N=C2N1C1=C(C=C2)NCC1)C(=O)O 7,8-dihydro-6H-imidazo[1,2-a]pyrrolo[2,3-e]pyridine-2-carboxylic acid